(2R,3R,5S)-2-((S)-1,2-diacetoxyethyl)-6-hydroxytetrahydro-2H-pyran-3,4,5-triyl triacetate C(C)(=O)O[C@@H]1[C@H](OC([C@H](C1OC(C)=O)OC(C)=O)O)[C@H](COC(C)=O)OC(C)=O